FC=1C=NN2C1C=C(C(=C2)C2=C(C=CC=C2OC)F)C(=O)N 3-fluoro-6-(2-fluoro-6-methoxyphenyl)pyrazolo(1,5-a)pyridine-5-carboxamide